[Si](C)(C)(C(C)(C)C)OC[C@@H](C1=CC=C(C=C1)C#C[Si](C)(C)C)NC(OC(C)(C)C)=O (R)-tert-butyl (2-((tert-butyldimethylsilyl)oxy)-1-(4-((trimethylsilyl)ethynyl)phenyl)ethyl)carbamate